N(=[N+]=[N-])[C@](C)(CC)C1=CN=C(C2=CN=C(C=C12)Cl)OC1CC(C1)S(=O)(=O)C 4-((R)-2-azidobutan-2-yl)-6-chloro-1-((1s,3S)-3-(methylsulfonyl)cyclobutoxy)-2,7-naphthyridine